FC1(CN(CCC1(C(=O)N1CCOC2=C(C1)C=NC=C2C#N)C)C2=NC=C(C=N2)F)F 4-[3,3-difluoro-1-(5-fluoropyrimidin-2-yl)-4-methyl-piperidine-4-carbonyl]-3,5-dihydro-2H-pyrido[3,4-f][1,4]oxazepine-9-carbonitrile